C(=C)C=1C=C2C=CC(=CC2=CC1)C(=O)O 6-vinyl-2-naphthalenecarboxylic acid